FC1=C(C(=CC=C1)C)N1C=2N(C3=C(C1=O)C=NC(=N3)NC3=CC(=C(C(=C3)C)N3CCN(CC3)C)C)CCN2 6-(2-Fluoro-6-methylphenyl)-2-((3,5-dimethyl-4-(4-methylpiperazin-1-yl)phenyl)amino)-8,9-dihydroimidazo[1,2-a]pyrimido[5,4-e]pyrimidin-5(6H)-one